4-(((S)-1-(4-chloro-1-oxo-2-phenyl-8-(((R)-4-(trifluoromethoxy)phenyl)sulfinyl)-1,2-dihydroisoquinolin-3-yl)ethyl)amino)pyrido[2,3-d]pyrimidin-5(8H)-one ClC1=C(N(C(C2=C(C=CC=C12)S(=O)C1=CC=C(C=C1)OC(F)(F)F)=O)C1=CC=CC=C1)[C@H](C)NC=1C2=C(N=CN1)NC=CC2=O